4-(6-((1-(4-(Difluoromethyl)phenyl)-4-methyl-1H-1,2,3-triazol-5-yl)methoxy)-5-methoxypyridazin-3-yl)piperazin-2-one FC(C1=CC=C(C=C1)N1N=NC(=C1COC1=C(C=C(N=N1)N1CC(NCC1)=O)OC)C)F